CNC(=O)C=1C(=CC=CC1)C1=C(C=CC=C1)C N,2'-dimethyl-[1,1'-biphenyl]-2-formamide